(S)-6-(1-amino-1,3-dihydrospiro[indene-2,4'-piperidine]-1'-yl)-3-(1-(5-chloro-6-methylpyridin-3-yl)vinyl)-1H-pyrazole NC1C2=CC=CC=C2CC12CCN(CC2)[C@]2(C(=CC(=CN2)C(=C)C2=NNC=C2)Cl)C